lithium 4-(azetidine-1-sulfonyl)benzene-1-sulfinate N1(CCC1)S(=O)(=O)C1=CC=C(C=C1)S(=O)[O-].[Li+]